C(C)(C)C=1C(=NNC1C=1C=C(C=2N(C1)N=CN2)C)C2=CC=C(C=C2)N2C(CNCC2)=O 1-(4-(4-isopropyl-5-(8-methyl-[1,2,4]triazolo[1,5-a]pyridin-6-yl)-1H-pyrazol-3-yl)phenyl)piperazin-2-one